C(C)(C)(C)OC(N(C1=CC2=C(N=C(N=C2N2CCC3(CCN(C3)C)CC2)C2=CC=NC=C2)C=N1)C)=O methyl-(4-(2-methyl-2,8-diazaspiro[4.5]decan-8-yl)-2-(pyridin-4-yl)pyrido[3,4-d]pyrimidin-6-yl)carbamic acid tert-butyl ester